4'-tert-butylacetophenone C(C)(C)(C)C1=CC=C(C=C1)C(C)=O